ClCC=1C(=C(C(=O)C2=CC=CC=C2)C=CC1)CCl bis(chloromethyl)-benzophenone